C(C)(C)C1N2C(C=3C4=C(C(=CC3C1)C=1C=NC=NC1)OCC4)=CC(C(=C2)C(=O)O)=O 7-isopropyl-11-oxo-4-(pyrimidin-5-yl)-2,6,7,11-tetrahydro-1H-furo[2,3-H]pyrido[2,1-a]isoquinoline-10-carboxylic acid